methyltetrazine azide [N-]=[N+]=[N-].CC=1N=NN=NC1